N-(benzyl)-N'''-(2-ethylhexyl)triethylenetetramine C(C1=CC=CC=C1)NCCNCCNCCNCC(CCCC)CC